FC=1C=C2C(=NNC2=CC1)NC1=C(C(NC=C1)=O)C(=O)NC1=CC=C(C=C1)N1CCN(CC1)C 4-((5-Fluoro-1H-indazol-3-yl)amino)-N-(4-(4-methylpiperazin-1-yl)phenyl)-2-oxo-1,2-dihydropyridine-3-carboxamide